BrC=1C(=C2C(=NC1)NC(=N2)C2=C(N(C(=C2)C)C2=CC=C(C(=O)O)C=C2)C)N[C@@H]2CN(CC2)S(=O)(=O)CC (S)-4-(3-(6-bromo-7-((1-(ethylsulfonyl)pyrrolidin-3-yl)amino)-3H-imidazo[4,5-b]pyridin-2-yl)-2,5-dimethyl-1H-pyrrol-1-yl)benzoic acid